1-ethyl-2-(11-ethyl-10-oxo-1,9-diazatricyclo[6.3.1.04,12]dodeca-2,4(12),5,7-tetraen-2-yl)-7-fluoro-benzimidazole-5-carbonitrile C(C)N1C(=NC2=C1C(=CC(=C2)C#N)F)C=2N1C(C(NC3=CC=CC(C2)=C13)=O)CC